(trans)-3-((R)-7-(4-Chloro-3-(trifluoromethyl)benzoyl)-2-(isopropylamino)-6-methyl-4-oxo-5,6,7,8-tetrahydropyrido[3,4-d]pyrimidin-3(4H)-yl)-N-methylcyclohexanecarboxamide ClC1=C(C=C(C(=O)N2CC=3N=C(N(C(C3C[C@H]2C)=O)[C@@H]2C[C@H](CCC2)C(=O)NC)NC(C)C)C=C1)C(F)(F)F